FCC1CCC=2C1=NC1=C(C2NC(OCC(Cl)(Cl)Cl)=O)CCC1 2,2,2-trichloroethyl (3-(fluoromethyl)-1,2,3,5,6,7-hexahydrodicyclopenta[b,e]pyridin-8-yl)carbamate